3-methyl-6-methylene-1,4-oxaazepane-4-carboxylic acid tert-butyl ester C(C)(C)(C)OC(=O)N1C(COCC(C1)=C)C